2,4-dimethylpyrrole-3,5-dicarboxylic acid sodium [Na].CC=1NC(=C(C1C(=O)O)C)C(=O)O